FC=1C=CC=2N(C1)C=C(N2)C 6-fluoro-2-methylimidazo[1,2-a]Pyridine